3-(trifluoromethyl)oxetan-3-yl ((4-(5-(2-fluoropropan-2-yl)-1,2,4-oxadiazol-3-yl) bicyclo[2.2.2]octan-1-yl)methyl)(4'-isopropoxy-[1,1'-biphenyl]-3-yl)carbamate FC(C)(C)C1=NC(=NO1)C12CCC(CC1)(CC2)CN(C(OC2(COC2)C(F)(F)F)=O)C=2C=C(C=CC2)C2=CC=C(C=C2)OC(C)C